(2R,3S,4S)-4-hydroxy-2-{[4-(1,3-thiazol-4-yl)phenyl]methyl}pyrrolidin-3-yl N-[(3-fluorophenyl)methyl]carbamate FC=1C=C(C=CC1)CNC(O[C@H]1[C@H](NC[C@@H]1O)CC1=CC=C(C=C1)C=1N=CSC1)=O